N-((4R,5S,7R,8R,9S,10R)-8,10-dihydroxy-7-(hydroxymethyl)-9-(4-(3,4,5-trifluorophenyl)-1H-1,2,3-triazol-1-yl)-1,6-dioxaspiro[4.5]dec-4-yl)-[1,1'-biphenyl]-3-carboxamide O[C@H]1[C@H](O[C@@]2([C@@H](CCO2)NC(=O)C=2C=C(C=CC2)C2=CC=CC=C2)[C@@H]([C@H]1N1N=NC(=C1)C1=CC(=C(C(=C1)F)F)F)O)CO